5-bromo-N-(1-methylcyclopropyl)-4-(methylthio)pyrimidin-2-amine BrC=1C(=NC(=NC1)NC1(CC1)C)SC